isoamyl caproate (3-methylbutyl hexanoate) CC(CCC(C(=O)O)CCCC)C.C(CCCCC)(=O)OCCC(C)C